CN1N(C(=CC1=O)C(=O)OC1CCC(CC1)NC1=NC(=CC(=C1)Cl)N1N=C(C=C1)C)C 4-((4-chloro-6-(3-methyl-1H-pyrazol-1-yl)pyridin-2-yl)amino)cyclohexan-1-ol methyl-2-methyl-5-oxo-2,5-dihydro-1H-pyrazole-3-carboxylate